1-(4-chlorophenyl)ethane-1-one-O-propargyl oxime C(C#C)ON=C(C)C1=CC=C(C=C1)Cl